ClC=1C=C(NC2(CCC3(C(CC4=CC=CC=C34)C3=CC(=CC=C3)O)CC2)C(=O)OC)C=CC1 methyl (1r,4r)-4-(3-chloroanilino)-2'-(3-hydroxyphenyl)-2',3'-dihydrospiro[cyclohexane-1,1'-indene]-4-carboxylate